C(C)(=O)SSC(C)=O diacetyl disulphide